N1(CCCC1)CCOC=1C=C(C=CC1)CCN 2-{3-[2-(pyrrolidin-1-yl)ethoxy]phenyl}ethan-1-amine